tert-butyl 3-(5-(5-((3-cyanophenyl)(cyclopropylmethoxy)methyl)-2-fluorophenylcarbamoyl)-3-(trifluoromethyl)-1H-pyrazol-1-yl)benzylcarbamate C(#N)C=1C=C(C=CC1)C(C=1C=CC(=C(C1)NC(=O)C1=CC(=NN1C=1C=C(CNC(OC(C)(C)C)=O)C=CC1)C(F)(F)F)F)OCC1CC1